2,3-dimethyl-4-pentenyl alcohol CC(CO)C(C=C)C